(1-(benzo[d][1,3]dioxol-5-yl)propan-2-yl)carbamate O1COC2=C1C=CC(=C2)CC(C)NC([O-])=O